C(C)(=O)N1CC2(CC(C2)C2=C(C=C(C=C2)NC(OCC2=CN=CO2)=O)F)CC1 oxazol-5-ylmethyl (4-(6-acetyl-6-azaspiro[3.4]octan-2-yl)-3-fluorophenyl)carbamate